OCCN1CN(CN(C1)CCO)CCO Hexahydro-1,3,5-tris(2-hydroxyethyl)s-triazine